[4-(Azidomethyl)phenyl]-2-(hydroxycarbamoyl)-4-methyl-pentanamide N(=[N+]=[N-])CC1=CC=C(C=C1)C(C(=O)N)(CC(C)C)C(NO)=O